N1=CC=C(C=C1)CN=[N+]=[N-] 4-PicolylAzide